[Cl-].C(CCC)[NH+](CCCC)CCCC butyl-N,N-dibutyl-ammonium chloride